[Cl-].[Li+].ClC1=C(C=C(C=C1)[Mg]Br)CC1=CC=C(C=C1)OCC 4-chloro-3-(4-ethoxybenzyl)phenylmagnesium bromide lithium chloride